C(C)(=O)[C@@]1([C@@H](O[C@@H]([C@]1(O)C(C)=O)C)N1C(=O)N=C(N)C(=C1)F)O 5'-deoxy-2',3'-diacetyl-5-fluorocytidine